3-(5-ethyl-1,3-thiazol-2-yl)-N-[(1R)-1-(5-methylpyrazin-2-yl)ethyl]-5-[(3S)-tetrahydrofuran-3-ylmethoxy]benzamide C(C)C1=CN=C(S1)C=1C=C(C(=O)N[C@H](C)C2=NC=C(N=C2)C)C=C(C1)OC[C@@H]1COCC1